Acetic Acid 3-(6-acetoxy-2-{4-[(E)-3-(9-fluorononylamino)propenyl]phenyl}-4-methyl-2H-chromen-3-yl)phenyl Ester C(C)(=O)OC=1C=C2C(=C(C(OC2=CC1)C1=CC=C(C=C1)\C=C\CNCCCCCCCCCF)C=1C=C(C=CC1)OC(C)=O)C